COC(C1=C(C=CC(=C1)OCC(F)(F)F)N(C)C)=O 2-dimethylamino-5-(2,2,2-trifluoroethoxy)benzoic acid methyl ester